3-Chloro-4'-hydroxybenzophenone ClC=1C=C(C(=O)C2=CC=C(C=C2)O)C=CC1